N-(1-methyl-1H-tetrazol-5-yl)-2-(((1-methyl-5-(2,2,2-trifluoroethoxy)-1H-1,2,4-triazol-3-yl)methoxy)methyl)-6-(trifluoromethyl)nicotinamide CN1N=NN=C1NC(C1=C(N=C(C=C1)C(F)(F)F)COCC1=NN(C(=N1)OCC(F)(F)F)C)=O